N-(2-(1H-1,2,4-triazol-3-yl)-1H-pyrrolo[3,2-c]pyridin-6-yl)cyclopropanecarboxamide N1N=C(N=C1)C1=CC=2C=NC(=CC2N1)NC(=O)C1CC1